1-benzyl-4-(hydroxymethyl)pyridin-1-ium bromide [Br-].C(C1=CC=CC=C1)[N+]1=CC=C(C=C1)CO